C(C)(C)[Si](OCCCCCCCCCC=C)(C(C)C)C(C)C triisopropylundec-10-en-1-yloxy-silane